C1(=NC=CC2=C1NC1=CC=CC=C21)[C@@H](CC)NC(C)=O (R)-N-(1-(9H-pyrido[3,4-b]indol-1-yl)propyl)acetamide